N,N'-di-[3-(ethanesulfonyloxy)phenyl]urea C(C)S(=O)(=O)OC=1C=C(C=CC1)NC(=O)NC1=CC(=CC=C1)OS(=O)(=O)CC